2-[2-(dimethylamino)ethoxy]ethanamine CN(CCOCCN)C